3-(4,6-diphenyl-1,3,5-triazin-2-yl)-2,4,5,6-tetrakis(3-methyl-9H-carbazol-9-yl)benzonitrile C1(=CC=CC=C1)C1=NC(=NC(=N1)C1=CC=CC=C1)C=1C(=C(C#N)C(=C(C1N1C2=CC=CC=C2C=2C=C(C=CC12)C)N1C2=CC=CC=C2C=2C=C(C=CC12)C)N1C2=CC=CC=C2C=2C=C(C=CC12)C)N1C2=CC=CC=C2C=2C=C(C=CC12)C